tert-Butyl 3-formylmorpholine-4-carboxylate C(=O)C1N(CCOC1)C(=O)OC(C)(C)C